[Si](C)(C)(C(C)(C)C)OC\C(=C/C(=O)C=1C(=NC=C(C1Cl)Cl)Cl)\NC1=C(C=CC=C1Cl)Cl (E)-4-((tert-butyldimethylsilyl)oxy)-3-((2,6-dichlorophenyl)amino)-1-(2,4,5-trichloropyridin-3-yl)but-2-en-1-one